(3,6-dihydro-2H-pyran-4-yl)-2-(1-fluoronaphthalen-2-yl)-4(s)-(m-tolyl)-1H-imidazole O1CCC(=CC1)N1C(=NC(=C1)C=1C=C(C=CC1)C)C1=C(C2=CC=CC=C2C=C1)F